5-(2-fluorophenyl)-1-(3-pyridinesulfonyl)-1H-pyrrole-3-carboxamide FC1=C(C=CC=C1)C1=CC(=CN1S(=O)(=O)C=1C=NC=CC1)C(=O)N